FC(C(=O)O)(F)F.SC[C@@H](C(=O)N[C@H](C(=O)N[C@H](C(=O)NC)CS)CS)NC (R)-3-mercapto-N-((R)-3-mercapto-1-(((R)-3-mercapto-1-(methylamino)-1-oxopropan-2-yl)amino)-1-oxopropan-2-yl)-2-(methylamino)propanamide trifluoroacetate